7-bromo-N-[6-(difluoromethoxy)-5-fluoro-2-methoxy-3-pyridinyl]imidazo[1,2-a]pyridine-3-sulfonamide BrC1=CC=2N(C=C1)C(=CN2)S(=O)(=O)NC=2C(=NC(=C(C2)F)OC(F)F)OC